N-(5-(difluoromethoxy)-1H-pyrazol-3-yl)-6-(((2S,4r,6R)-2,6-dimethylpiperidin-4-yl)oxy)pyrazin-2-amine FC(OC1=CC(=NN1)NC1=NC(=CN=C1)OC1C[C@@H](N[C@@H](C1)C)C)F